S1C(=CC=C1)C=C1CN(CCC1)C 3-(2-thienylmethylene)-1-methylpiperidine